NC1=NC=C(C2=C1C(=NN2C2CCC(CC2)O)C2=CC=C(C=C2)OC2=C(C(=CC=C2)OC)F)OC 4-{4-Amino-3-[4-(2-fluoro-3-methoxy-phenoxy)-phenyl]-7-methoxy-pyrazolo[4,3-c]pyridin-1-yl}-cyclohexanol